1-bromo-3-ethyl-1,3-disilacyclobutane Br[SiH]1C[SiH](C1)CC